FC(C(CNC)(C(F)(F)F)O)(F)F 1,1-ditrifluoromethyl-2-(methylamino)ethyl alcohol